phthalic acid (anhydride) C1(C=2C(C(=O)O1)=CC=CC2)=O